C1(=CC(=CC=C1)C1=NN=C(O1)N)C 5-(m-tolyl)-1,3,4-oxadiazol-2-amine